NC1=CC=C(C=N1)N1C(COCC1)=O 4-(6-amino-3-pyridyl)morpholin-3-one